4-chloro-3,5-difluoro-2,6-dimethylaniline ClC1=C(C(=C(N)C(=C1F)C)C)F